C1(CCCCC1)CC(CNC(=O)[C@@H]1[C@@H]([C@H]2CC[C@@H]1C2)NC(=O)C=2C(=CC(=C(OC1CCC(CC1)(C(=O)O)C)C2)F)OC)C2CC2 (1S,4s)-4-(5-(((1S,2R,3S,4R)-3-((3-cyclohexyl-2-cyclopropylpropyl)carbamoyl)bicyclo[2.2.1]hept-2-yl)carbamoyl)-2-fluoro-4-methoxyphenoxy)-1-methylcyclohexane-1-carboxylic acid